{4-[5-chloro-2-(4,5-dihydro-1,2-oxazol-3-yl)phenyl]-5-methoxy-2-oxopyridin-1(2H)-yl}pentanoic acid tert-butyl ester C(C)(C)(C)OC(C(CCC)N1C(C=C(C(=C1)OC)C1=C(C=CC(=C1)Cl)C1=NOCC1)=O)=O